C(C)OC1=CC=C(\C=C/2\C(C3=CC=CC=C3CC2)=O)C=C1 (E)-2-(4-ethoxybenzylidene)-3,4-dihydronaphthalen-1(2H)-one